1-(5-(((1R,5S)-3,8-diazabicyclo[3.2.1]octan-8-yl)methyl)benzo[d]isoxazol-3-yl)dihydropyrimidine-2,4(1H,3H)-dione hydrochloride Cl.[C@H]12CNC[C@H](CC1)N2CC=2C=CC1=C(C(=NO1)N1C(NC(CC1)=O)=O)C2